ClC1=C(C(=CC=C1OC1=C(C=C(C=C1)F)OC)\C=C(\B1OC(C(O1)(C)C)(C)C)/F)N1C[C@@H](CCC1)CNC(OC(C)(C)C)=O tert-butyl (S,Z)-((1-(2-chloro-6-(2-fluoro-2-(4,4,5,5-tetramethyl-1,3,2-dioxaborolan-2-yl)vinyl)-3-(4-fluoro-2-methoxyphenoxy)phenyl)piperidin-3-yl)methyl)carbamate